CS(=O)(=O)Cl methanesulfonic acid, chloride